ClC=1C=CC(=NC1O)C=O 5-CHLORO-6-HYDROXYPICOLINALDEHYDE